ClC=1C=C2C[C@H](CC2=CC1)N1[C@@H](C[C@@H](C1)COC1=CC=C(C=C1)S(=O)(=O)C)C (2R,4S)-1-[(2S)-5-chloro-2,3-dihydro-1H-inden-2-yl]-4-[(4-methanesulfonylphenoxy)methyl]-2-methylpyrrolidine